5-(6-(difluoromethyl)-5-methylpyridin-3-yl)-9-fluoro-1,2,2-trimethyl-2,3-dihydro-1H-benzo[e][1,4]diazepine FC(C1=C(C=C(C=N1)C=1C2=C(N(C(CN1)(C)C)C)C(=CC=C2)F)C)F